O=C1C2(C(NC(C1(CNC2)C(=O)[O-])C2=NC=CC=C2)C2=NC=CC=C2)C(=O)[O-] 9-oxo-2,4-dipyridin-2-yl-3,7-diaza-bicyclo[3.3.1]nonane-1,5-dicarboxylate